3-fluoro-2-pyridyl-4-methyl-8-(trifluoromethyl)-4H-[1,2,4]triazolo[1,5-a][1,4]benzodiazepin-2-amine FC=1C(=NC=CC1)C1(C=2N(C3=C(C=N1)C=C(C=C3)C(F)(F)F)N=C(N2)N)C